C(CCC)OC1=CC=C(C=C1)C1=CC(=NN1)C(=O)NO 5-(4-Butoxyphenyl)-N-hydroxy-1H-pyrazole-3-carboxamide